(S)-2-methylpyrrolidine-1-carboxylic acid chloromethyl ester ClCOC(=O)N1[C@H](CCC1)C